6-chloro-2-(2,4-difluoroanilino)-3-phenylquinazolin-4(3H)-one ClC=1C=C2C(N(C(=NC2=CC1)NC1=C(C=C(C=C1)F)F)C1=CC=CC=C1)=O